nickel bis-salicylaldehyde C(C=1C(O)=CC=CC1)=O.C(C=1C(O)=CC=CC1)=O.[Ni]